ClC1=CNC2=CC=C(C=C12)C=O 3-chloro-1H-Indole-5-carbaldehyde